ClC1=C(C=C(C=C1)NC(=O)NC1=CC(=C(C=C1)C1=C2CNC(C2=C(C=C1)C=1NC(=CN1)C)=O)F)C(F)(F)F 1-(4-chloro-3-(trifluoromethyl)phenyl)-3-(3-fluoro-4-(7-(5-methyl-1H-imidazol-2-yl)-1-oxoisoindolin-4-yl)phenyl)urea